C(C)(C)(C)OC(NCC1=C(C2=C(N=CN2C)C(=C1)C1=CC=C(C=C1)OC(F)(F)F)C(CO)O)=O N-[[4-(1,2-dihydroxyethyl)-3-methyl-7-[4-(trifluoromethoxy)phenyl]-benzimidazol-5-yl]methyl]carbamic acid tert-butyl ester